N-(pyridin-2-yl)-6-cyano-2-(4-bromophenyl)-2-(phenylethynyl)hexanamide N1=C(C=CC=C1)NC(C(CCCCC#N)(C#CC1=CC=CC=C1)C1=CC=C(C=C1)Br)=O